4-amino-2,3-dihydroxy-5,6-dimethyl-pyridine NC1=C(C(=NC(=C1C)C)O)O